C(C(=C)C)(=O)OC1CC(N(C(C1)(C)C)C)(C)C 4-methacryloyloxy-1,2,2,6,6-pentamethylpiperidine